8-(5-tert-butylpyridin-2-yl)-1,4-dioxaspiro[4.5]decan-8-ol C(C)(C)(C)C=1C=CC(=NC1)C1(CCC2(OCCO2)CC1)O